Methyl 5-chloro-6-hydroxy-2-((pyrazolo[1,5-a]pyrimidine-3-carboxamido)methyl)benzofuran-7-carboxylate ClC=1C(=C(C2=C(C=C(O2)CNC(=O)C=2C=NN3C2N=CC=C3)C1)C(=O)OC)O